CC(C)(C)[S@@](=O)NC(C=1N=C(SC1)C(F)(F)F)[C@@H]1CC[C@H](CC1)C(F)(F)F (R)-2-methyl-N-((trans-4-(trifluoromethyl)cyclohexyl)(2-(trifluoromethyl)thiazol-4-yl)methyl)propane-2-sulfinamide